N(=C=O)CCOC([C@H](CCCCN=C=O)N=C=O)=O (2S)-2,6-diisocyanatohexanoic acid 2-isocyanatoethyl ester